2-(trityloxy)propan-1-ol C(C1=CC=CC=C1)(C1=CC=CC=C1)(C1=CC=CC=C1)OC(CO)C